tert-butyl (S)-4-(1-((8-methoxy-2-methylimidazo[1,2-a]pyrazin-6-yl)carbamoyl)-2,3-dihydro-1H-pyrrolo[2,3-b]pyridin-4-yl)-2-methylpiperazine-1-carboxylate COC=1C=2N(C=C(N1)NC(=O)N1CCC=3C1=NC=CC3N3C[C@@H](N(CC3)C(=O)OC(C)(C)C)C)C=C(N2)C